C1(=CC=CC=C1)C1=C2NC=C(C[C@H](N)C(=O)O)C2=CC=C1 7-phenyl-L-tryptophan